S1C(=NCC1)C1=C(N)C=CC=C1 o-(4,5-dihydro-2-thiazol-yl)aniline